5-isopropyl-2-methyl-1,4,7,17-tetraoxo-10,13-dioxa-3,6,16-triaza-heneicosane-21-oic acid C(C)(C)C(C(NC(C=O)C)=O)NC(CCOCCOCCNC(CCCC(=O)O)=O)=O